NC=1C(NC=2C3=C(C(=CC2C1C1=C2C=NNC2=C(C=C1)F)C1CC1)C=CS3)=O 7-Amino-4-cyclopropyl-6-(7-fluoro-1H-indazol-4-yl)-9H-thieno[3,2-h]quinolin-8-one